1-(2-(benzyloxy)-2-oxoethyl)-4-methylpyridin-1-ium C(C1=CC=CC=C1)OC(C[N+]1=CC=C(C=C1)C)=O